FC=1C=C2C(CC(OC2=CC1)(C)C)NC(=O)[C@H]1[C@@H](C1)CN1C(NC(CC1=O)(C)C)=[NH2+] [1-[[(1R,2R)-2-[(6-fluoro-2,2-dimethyl-chroman-4-yl)carbamoyl]cyclopropyl]methyl]-4,4-dimethyl-6-oxo-hexahydropyrimidin-2-ylidene]ammonium